C(C)=N ethan-imine